C1(CCCCC1)C1=NC2=C(C=CC=3CCN(CC23)C(=O)OC)N1CC(C(=O)OC)C1=C(C=C(C(=C1)F)C)OC methyl 2-cyclohexyl-3-[2-(5-fluoro-2-methoxy-4-methylphenyl)-3-methoxy-3-oxopropyl]-3H,6H,7H,8H,9H-imidazo[4,5-h]isoquinoline-8-carboxylate